trans-tert-butyl (4-((4-([1,1'-biphenyl]-3-yl)-5-fluoropyrimidin-2-yl)amino)cyclohexyl)carbamate C1(=CC(=CC=C1)C1=NC(=NC=C1F)N[C@@H]1CC[C@H](CC1)NC(OC(C)(C)C)=O)C1=CC=CC=C1